((2R,3S,4R,5R)-5-(4-aminopyrrolo[2,1-f][1,2,4]triazin-7-yl)-5-cyano-3,4-dihydroxytetrahydrofuran-2-yl)methyl (2-isopropyl-5-methylphenyl) carbonate C(OC[C@H]1O[C@@]([C@@H]([C@@H]1O)O)(C#N)C1=CC=C2C(=NC=NN21)N)(OC2=C(C=CC(=C2)C)C(C)C)=O